C(C)OC(CN(CC(NCCNC1=CC=NC2=CC(=CC=C12)Cl)=O)CCCN(COCC)COCC)=O ([3-(Bis-ethoxymethyl-amino)-propyl]-{[2-(7-chloro-quinolin-4-ylamino)-ethylcarbamoyl]-methyl}-amino)-acetic acid ethyl ester